tert-Butyl 4-(oxazol-5-yl)benzylcarbamate O1C=NC=C1C1=CC=C(CNC(OC(C)(C)C)=O)C=C1